2-(2,3-dimethoxybenzyl)-7-methoxy-1-(dimethoxymethyl)-1,2,3,4-tetrahydroisoquinoline-6-ol COC1=C(CN2C(C3=CC(=C(C=C3CC2)O)OC)C(OC)OC)C=CC=C1OC